(1S,3R)-3-[(7S)-2-benzyl-6-(methoxycarbonyl)-7-methyl-3H,6H,7H,8H,9H-imidazo[4,5-f]quinolin-3-yl]cyclohexane-1-carboxylic acid C(C1=CC=CC=C1)C=1N(C=2C(=C3CC[C@@H](N(C3=CC2)C(=O)OC)C)N1)[C@H]1C[C@H](CCC1)C(=O)O